2-(4-hydroxyphenyl)-6,7-dihydro-4(5H)-benzofuranone OC1=CC=C(C=C1)C=1OC2=C(C1)C(CCC2)=O